FC=1C=C(C=CC1F)NC(C1=NC=CC=C1)=O N-(3,4-difluorophenyl)picolinamide